OC1=C(C=CC=C1)C1=CC(=CN=N1)N1CCC(CC1)(C1=CC=CC=C1)CN1CC2(C1)CCN(CC2)C(=O)C2CCN(CC2)C2=CC=C(C=C2)[C@@H]2C(NC(CC2)=O)=O (3R)-3-(4-{4-[2-({1-[6-(2-hydroxyphenyl)pyridazin-4-yl]-4-phenylpiperidin-4-yl}methyl)-2,7-diazaspiro[3.5]nonane-7-carbonyl]piperidin-1-yl}phenyl)piperidine-2,6-dione